4-(4-((1R,5S)-8-(pyridin-2-ylmethyl)-3,8-diazabicyclo[3.2.1]octan-3-yl)-2-((tetrahydro-1H-pyrrolizin-7a(5H)-yl)methoxy)quinazolin-7-yl)naphthalen-2-ol N1=C(C=CC=C1)CN1[C@H]2CN(C[C@@H]1CC2)C2=NC(=NC1=CC(=CC=C21)C2=CC(=CC1=CC=CC=C21)O)OCC21CCCN1CCC2